C(C1=CC=CC=C1)OC1=C(C=C(C=C1)O)OCCC1=CC=CC=C1 4-(benzyloxy)-3-phenethoxyphenol